N-(1-(2-fluorophenyl)cyclopropyl)-8-(2-methylpyridin-3-yl)-[1,2,4]triazolo[4,3-c]pyrimidin-5-amine FC1=C(C=CC=C1)C1(CC1)NC1=NC=C(C=2N1C=NN2)C=2C(=NC=CC2)C